[Si].[Zn] Zinc-silicon